N1CC(C1)OC=1C=CC(=C(C(=O)N[C@H](C)C=2C=C(C=CC2)C2=CC=C(S2)CN[C@@H]2C[C@@H](CC2)C(=O)OC(C)OC(=O)OC2CCCCC2)C1)C 1-(((cyclohexyloxy) carbonyl)oxy)ethyl (1R,3S)-3-(((5-(3-((R)-1-(5-(azetidin-3-yloxy)-2-methylbenzamido) ethyl)phenyl)thiophen-2-yl)methyl)amino)cyclopentane-1-carboxylate